(3S)-N-[5-(2-chloro-4-methylphenyl)-1H-indazol-3-yl]piperidine-3-carboxamide hydrochloride Cl.ClC1=C(C=CC(=C1)C)C=1C=C2C(=NNC2=CC1)NC(=O)[C@@H]1CNCCC1